tert-butyl (2R)-2-[2-(4-{3-[(3-fluoro-2-methoxyphenyl) amino]-4-oxo-1H,5H,6H,7H-pyrrolo[3,2-c]pyridin-2-yl} pyridin-3-yl) ethynyl]-4,4-dimethylpyrrolidine-1-carboxylate FC=1C(=C(C=CC1)NC1=C(NC2=C1C(NCC2)=O)C2=C(C=NC=C2)C#C[C@@H]2N(CC(C2)(C)C)C(=O)OC(C)(C)C)OC